tert-Butyl 3-(3-bromo-2-oxopropyl)azetidine-1-carboxylate BrCC(CC1CN(C1)C(=O)OC(C)(C)C)=O